Cl.Cl.CN1N=C(C(=C1)N)C 1,3-dimethylpyrazole-4-amine dihydrochloride